[(3,5-dichlorobenzoyl)amino]-3-hydroxybenzoic acid ClC=1C=C(C(=O)NC2=C(C(=O)O)C=CC=C2O)C=C(C1)Cl